C(C)(=O)C1=CC=C(C=C1)OC(=O)C=1C=C(C=C2C1C(=CO2)C2=CC(=CC(=C2)OC)OC)S(N)(=O)=O 3-(3,5-Dimethoxyphenyl)-6-sulfamoyl-4-benzofurancarboxylic acid 4-acetylphenyl ester